ClC1=C(C(=O)[O-])C=C(C(=C1)F)[N+](=O)[O-] 2-chloro-4-fluoro-5-nitro-benzoate